(S)-5-chloro-N-(3-(1-((2-ethyl-2H-pyrazolo[3,4-b]pyrazin-6-yl)amino)ethyl)phenyl)-6-(4-methylpiperazin-1-yl)nicotinamide ClC=1C(=NC=C(C(=O)NC2=CC(=CC=C2)[C@H](C)NC=2C=NC=3C(N2)=NN(C3)CC)C1)N1CCN(CC1)C